5-(oxazol-2-yl)-4-oxo-1,4-dihydropyridine-3-carboxamide O1C(=NC=C1)C=1C(C(=CNC1)C(=O)N)=O